ClC1=C(C=CC=C1)NC(NC=1C=NN(C1)C=1C=C(SC1)C(=O)O)=O 4-(4-(3-(2-chlorophenyl)ureido)-1H-pyrazol-1-yl)thiophene-2-carboxylic acid